FC1(CC1)C1=NN(C(=C1)C12CCC(CC1)(CC2)CN(C(OC(C(F)(F)F)(C)C)=O)C=2C=C(C=CC2)C2=CC=C(C=C2)OC(C)C)C 1,1,1-trifluoro-2-methylpropan-2-yl ((4-(3-(1-fluorocyclopropyl)-1-methyl-1H-pyrazol-5-yl)bicyclo[2.2.2]octan-1-yl)methyl)(4'-isopropoxy-[1,1'-biphenyl]-3-yl)carbamate